BrCC1=C(C(=O)OC)C=CC(=C1)OCCCOC1=CC(=C(C=C1)CBr)C(=O)OC methyl 2-(bromomethyl)-4-(3-(4-(bromomethyl)-3-(methoxycarbonyl)phenoxy)propoxy)benzoate